COC(CNCC1=C(C(=CC(=C1)C)N1N=C2C(=N1)C=CC=C2)O)=O (3-(2H-benzo[d][1,2,3]triazol-2-yl)-2-hydroxy-5-methylbenzyl)glycine methyl ester